3-(4-chlorophenyl)-propylamine ClC1=CC=C(C=C1)CCCN